methyl 4-bromo-2-fluoro-6-propanamidobenzoate BrC1=CC(=C(C(=O)OC)C(=C1)NC(CC)=O)F